N-(trityl) o-xylylenediamine (2R,3S,4R,5R)-5-(4-aminopyrrolo[2,1-f][1,2,4]triazin-7-yl)-5-cyano-4-hydroxy-2-((2-phenylacetoxy)methyl)tetrahydrofuran-3-yl 2-phenylacetate C1(=CC=CC=C1)CC(=O)O[C@@H]1[C@H](O[C@@]([C@@H]1O)(C#N)C1=CC=C2C(=NC=NN21)N)COC(CC2=CC=CC=C2)=O.C(C2=CC=CC=C2)(C2=CC=CC=C2)(C2=CC=CC=C2)NCC=2C(=CC=CC2)CN